ClC=1C(=CC2=C(OC(O2)(F)F)C1)CN1OC(C(C1=O)(C)C)O 2-[(6-chloro-2,2-difluoro-1,3-benzodioxol-5-yl)methyl]-5-hydroxy-4,4-dimethyl-isoxazolidin-3-one